C(C)(C)NC1[C@H]2COC[C@@H]12 (1R,5S,6r)-N-isopropyl-3-oxabicyclo[3.1.0]hexan-6-amine